(3R,4R)-4-amino-1-(methanesulfonyl)piperidin-3-ol N[C@H]1[C@@H](CN(CC1)S(=O)(=O)C)O